C(C)(C)(C)C=1OC=CC1 2-(tert-butyl)furan